BrC=1N=CSC1CN1C=NC(=C1)C#N 1-((4-bromothiazol-5-yl)methyl)-1H-imidazole-4-carbonitrile